FC(C=1C=CC(=NC1)NC1CCN(CC1)S(=O)(=O)C1=CC=C(C=C1)C1=CC=C2CCC(NC2=C1)=O)(F)F 7-(4-((4-((5-(Trifluoromethyl)pyridin-2-yl)amino)piperidin-1-yl)sulfonyl)phenyl)-3,4-dihydroquinolin-2(1H)-one